imidazolineoleic acid N1(C=NCC1)CCCCCCCC\C=C/CCCCCCCC(=O)O